BrC=1C=C(C=CC1)C[C@@H](C(=O)NC)NC(=O)C1=CC(=NN1CC1=C(C=CC=C1)C)C1=CC=CC=C1 (S)-N-(3-(3-bromophenyl)-1-(methylamino)-1-oxopropan-2-yl)-1-(2-methylbenzyl)-3-phenyl-1H-pyrazole-5-carboxamide